C(#N)C=1C=NN2C1C(=CC(=C2)OCC(C)(C)O)C=2C=CC(=NC2)N2C[C@@H]1C([C@@H]1C2)NC(OC(C)(C)C)=O tert-butyl ((1R,5S,6r)-3-(5-(3-cyano-6-(2-hydroxy-2-methylpropoxy)pyrazolo[1,5-a]pyridin-4-yl)pyridin-2-yl)-3-azabicyclo[3.1.0]hexan-6-yl)carbamate